3-(2,4-Dimethyl-1,3-dioxolan-2-yl)propionic acid butyl ester C(CCC)OC(CCC1(OCC(O1)C)C)=O